3-chloro-8-[(2R,3S)-3-(methanesulfonylmethyl)-2-methylazetidin-1-yl]-5-{[2-(trimethylsilyl)ethoxy]methoxy}isoquinoline ClC=1N=CC2=C(C=CC(=C2C1)OCOCC[Si](C)(C)C)N1[C@@H]([C@H](C1)CS(=O)(=O)C)C